O[C@@H]1C[C@@H]([C@@H](C1)C(=O)OCC)C |r| racemic-ethyl (1R,2S,4R)-4-hydroxy-2-methylcyclopentane-1-carboxylate